3-amino-4-(7-fluoro-1H-indazol-4-yl)-6-(1-methylazetidin-3-yl)-1H-1,10-phenanthrolin-2-one NC=1C(NC2=C3N=CC=CC3=C(C=C2C1C1=C2C=NNC2=C(C=C1)F)C1CN(C1)C)=O